diglycolyl chloride C(COCC(=O)Cl)(=O)Cl